FC(CCCCCCCCCCCCCCCCCC[C@H](COC(C1=CC=CC=C1)(C1=CC=CC=C1)C1=CC=CC=C1)O)(F)F (R)-21,21,21-trifluoro-1-(trityloxy)henicosan-2-ol